C1(=CC=CC=C1)CCCNC(=O)C1=NNC=N1 N-(3-phenylpropyl)-1H-1,2,4-triazole-3-carboxamide